1-(5,6,7,8-tetrahydro-8-quinolyl)-1,4-butanediamine N1=CC=CC=2CCCC(C12)C(CCCN)N